FC=1C=C(C=C(C1)F)N1C=C(C2=C1N=CN=C2N2[C@H](CN(CC2)C(=O)OC(C)(C)C)C)I tert-Butyl (S)-4-(7-(3,5-difluorophenyl)-5-iodo-7H-pyrrolo[2,3-d]pyrimidin-4-yl)-3-methylpiperazine-1-carboxylate